[p-tolylsulfonyl-(3,4,5-trifluorophenyl)methyl]formamide C1(=CC=C(C=C1)S(=O)(=O)C(C1=CC(=C(C(=C1)F)F)F)NC=O)C